C(C)(C)(C)NC(C(=CC=1C=C(C=CC1)CC[C@@H](C(=O)N[C@@H](CC1=CC=CC=C1)B(O)O)NC(C1=C(C=CC(=C1)Cl)Cl)=O)C#N)=O (R)-1-((S)-4-(3-(3-(tert-butylamino)-2-cyano-3-oxoprop-1-enyl)phenyl)-2-(2,5-dichlorobenzamido)butanamido)-2-phenylethylboronic acid